C(C=C)OC(CCCC)=O allylvalerate